[Si](C)(C)(C(C)(C)C)OC1CCC(CC1)CC(C)(C)NC(OC(C)(C)C)=O tert-Butyl (1-(4-((tert-butyldimethylsilyl)oxy)cyclohexyl)-2-methylpropan-2-yl)-carbamate